F[C@@H]\1[C@@]2(C[C@H]([C@](C/C1=C\C=1N=CC(=NC1)C1=C(C=C(C=C1)N1C=NC=C1)O)(N2)C)F)C 2-(5-((E)-((1S,2S,5S,6R)-2,6-difluoro-1,5-dimethyl-8-azabicyclo[3.2.1]octan-3-ylidene)methyl)pyrazin-2-yl)-5-(1H-imidazol-1-yl)phenol